(3R,4S)-4-(4-ethoxyphenyl)-3-hydroxymethyl-1-methylpiperidine C(C)OC1=CC=C(C=C1)[C@@H]1[C@H](CN(CC1)C)CO